2-(2-hydroxy-5-methacryloxypropylphenyl)benzotriazole OC1=C(C=C(C=C1)CCCOC(C(=C)C)=O)N1N=C2C(=N1)C=CC=C2